ClC1=CC(=CC=2CNCCOC21)C2=COC1=C2C=CC(=C1F)F 9-chloro-7-(6,7-difluoro-1-benzofuran-3-yl)-2,3,4,5-tetrahydro-1,4-benzoxazepine